S1N=CC(=C1)C=1C=CC2=C(N=C(O2)C2=CC(=NC=C2)C(=O)N2CCC(CC2)[C@H](C2=CC=CC=C2)N2N=C(N=N2)C)C1 |r| (R/S)-(4-(5-(isothiazol-4-yl)benzo[d]oxazol-2-yl)pyridin-2-yl)(4-((5-methyl-2H-tetrazol-2-yl)(phenyl)methyl)piperidin-1-yl)methanone